6-cyclopropyl-5-methylimidazo[1,2-a]pyrimidine-2-carboxylic acid C1(CC1)C=1C=NC=2N(C1C)C=C(N2)C(=O)O